The molecule is a glycosylgalactose consisting of alpha-L-fucopyranose and alpha-D-galactopyranose residues joined in sequence by a (1->2) glycosidic bond. It derives from an alpha-L-fucose and an alpha-D-galactose. C[C@H]1[C@H]([C@H]([C@@H]([C@@H](O1)O[C@@H]2[C@H]([C@H]([C@H](O[C@@H]2O)CO)O)O)O)O)O